N-cyano-2-(2,5-dichlorophenyl)benzimidazole sodium D-glycinate NCC(=O)[O-].[Na+].C(#N)N1C(=NC2=C1C=CC=C2)C2=C(C=CC(=C2)Cl)Cl